N-(4-(2-((tert-butyldimethylsilyl)oxy)ethoxy)pyrimidin-2-yl)-2-(2,6-dioxopiperidin-3-yl)-1-oxoisoindoline-5-carboxamide [Si](C)(C)(C(C)(C)C)OCCOC1=NC(=NC=C1)NC(=O)C=1C=C2CN(C(C2=CC1)=O)C1C(NC(CC1)=O)=O